CS(=O)(=O)OCC12CC(C1)(C2)NC(=O)OC(C)(C)C (3-((tert-butoxycarbonyl)amino)bicyclo[1.1.1]pentan-1-yl)methyl methanesulfonate